7-Cyclobutoxy-N-(1-methyl-1H-pyrazol-3-yl)-2-((1S,4R)-1-methyl-2-oxabicyclo[2.2.1]hept-4-yl)imidazo[1,2-a]pyridine-6-carboxamide C1(CCC1)OC1=CC=2N(C=C1C(=O)NC1=NN(C=C1)C)C=C(N2)[C@@]21CO[C@@](CC2)(C1)C